4-(4-carboxy-3-fluorophenyl)-2-fluorobenzoic acid C(=O)(O)C1=C(C=C(C=C1)C1=CC(=C(C(=O)O)C=C1)F)F